(2R,4R,6R)-2-chloro-4,6-diphenyl-1,3,2-oxathiaphosphinane 2-oxide Cl[P@@]1(O[C@H](C[C@@H](S1)C1=CC=CC=C1)C1=CC=CC=C1)=O